tert-Butyl 4-((chlorocarbonyl)(methyl)amino)piperidine-1-carboxylate ClC(=O)N(C1CCN(CC1)C(=O)OC(C)(C)C)C